tert-butyl-dimethyl-[[(1R,6R)-3-(4-chloro-2-fluorophenyl)-7-oxa-3-azabicyclo[4.1.0]hept-6-yl]oxy]silane C(C)(C)(C)[Si](O[C@@]12CCN(C[C@H]2O1)C1=C(C=C(C=C1)Cl)F)(C)C